6-(3-ethyl-4-(4-ethynylbenzoyl)piperazin-1-yl)-4-(4'-((4-ethynylbenzoyl)oxy)-[1,1'-biphenyl]-4-yl)nicotinic acid C(C)C1CN(CCN1C(C1=CC=C(C=C1)C#C)=O)C1=NC=C(C(=O)O)C(=C1)C1=CC=C(C=C1)C1=CC=C(C=C1)OC(C1=CC=C(C=C1)C#C)=O